C1(CC1)C1=CC(=NC=C1)OC1=CC(=C(C=C1)C=1C=C2C=NC=NC2=C(C1)C=1C=C(C=CC1)NC(C=C)=O)F N-(3-(6-(4-((4-cyclopropylpyridin-2-yl)oxy)-2-fluorophenyl)quinazolin-8-yl)phenyl)acrylamide